3-((1-benzyl-1H-1,2,3-triazol-4-yl)methyl)-5-phenyl-1-oxa-5-azaspiro[5.5]undec-7,10-diene-4,9-dione C(C1=CC=CC=C1)N1N=NC(=C1)CC1COC2(N(C1=O)C1=CC=CC=C1)C=CC(C=C2)=O